1-(4-(6-chloro-8-fluoro-7-(2-fluoro-6-hydroxyphenyl)-2-morpholino-quinazolin-4-yl)piperazin-1-yl)prop-2-en-1-one ClC=1C=C2C(=NC(=NC2=C(C1C1=C(C=CC=C1O)F)F)N1CCOCC1)N1CCN(CC1)C(C=C)=O